OC1(CCC1)CN1C(N(CC12CCC(CC2)(C2=CC=CC=C2)NC)C2=C(C#N)C=CC=C2)=O cis-2-[1-[(1-hydroxy-cyclobutyl)-methyl]-8-methylamino-2-oxo-8-phenyl-1,3-diazaspiro[4.5]decan-3-yl]-benzonitrile